OCCNC=1C(=C(C=CC1)O)C (β-hydroxyethyl)amino-2-methylphenol